3-[4-[1-[9-[4-[6-[3-(4-amino-1-isopropyl-pyrazolo[3,4-d]pyrimidin-3-yl)-5-cyclopropyl-isoxazol-4-yl]-3-pyridyl]-1-piperidyl]-9-oxo-nonyl]-4-piperidyl]anilino]piperidine-2,6-dione NC1=C2C(=NC=N1)N(N=C2C2=NOC(=C2C2=CC=C(C=N2)C2CCN(CC2)C(CCCCCCCCN2CCC(CC2)C2=CC=C(NC1C(NC(CC1)=O)=O)C=C2)=O)C2CC2)C(C)C